2'-methyl-6'-(1-methyltriazol-4-yl)-2-(trifluoromethyl)spiro[6,7-dihydrothieno[3,2-c]pyran-4,4'-piperidine] CC1NC(CC2(C1)OCCC1=C2C=C(S1)C(F)(F)F)C=1N=NN(C1)C